1-(9Z-pentadecenoyl)-2-(8Z,11Z,14Z-eicosatrienoyl)-glycero-3-phospho-(1'-sn-glycerol) CCCCC/C=C\CCCCCCCC(=O)OC[C@H](COP(=O)(O)OC[C@H](CO)O)OC(=O)CCCCCC/C=C\C/C=C\C/C=C\CCCCC